6-(5-(chloromethyl)-1,3,4-oxadiazol-2-yl)pyridine-3-carbonitrile ClCC1=NN=C(O1)C1=CC=C(C=N1)C#N